tert-butyl 4-(1-aminocyclopropyl)piperidine-1-carboxylate NC1(CC1)C1CCN(CC1)C(=O)OC(C)(C)C